C1(CCCCC1)NS([O-])(=O)=O.C[N+](CC1=CC=CC=C1)(CC)C dimethyl-ethylbenzyl-ammonium cyclohexyl-sulfamate